(S)-4-(2-((1H-pyrazol-4-yl)amino)-5-methylpyrimidin-4-yl)-N-(1-cyanoethyl)benzamide N1N=CC(=C1)NC1=NC=C(C(=N1)C1=CC=C(C(=O)N[C@@H](C)C#N)C=C1)C